1-azidooctane N(=[N+]=[N-])CCCCCCCC